C(C)(C)(C)C1=CC(=NO1)N(C(=O)C1(CC1)C(=O)N)C1=CC=C2/C(/C(NC2=C1)=O)=C/C=1NC(=C(C1C)NC(CN1CCC(CC1)C)=O)C (Z)-N-(5-(tert-butyl)isoxazol-3-yl)-N-(3-((3,5-dimethyl-4-(2-(4-methylpiperidin-1-yl)acetamido)-1H-pyrrol-2-yl)methylene)-2-oxindol-6-yl)cyclopropane-1,1-dicarboxamide